C(CCC)SC(=S)SC(C(=O)O)C 2-(n-butylthiocarbonothioylthio)propanoic acid